1,1-Dichloroethen ClC(=C)Cl